N-(2-dimethylaminoethyl)-3-aminopropyl-methyldimethoxysilane CN(CCNCCC[Si](OC)(OC)C)C